1-(3-Fluoro-5-methoxypyridin-4-yl)-7-methoxy-3-methyl-8-(2H-pyrazol-3-yl)-1,3-dihydroimidazo[4,5-c]quinolin-2-one FC=1C=NC=C(C1N1C(N(C=2C=NC=3C=C(C(=CC3C21)C=2NN=CC2)OC)C)=O)OC